NC1=CC(=NO1)C1CCN(CC1)C(=O)C1=CC(=C(C=C1)C(F)(F)F)OC (4-(5-aminoisoxazol-3-yl)piperidin-1-yl)(3-methoxy-4-(trifluoromethyl)phenyl)methanone